ClC=1C=C(C=2N(C1)C=CN2)C(=O)NCC2(CCCCCC2)N2CCOCC2 6-chloro-N-((1-morpholinocycloheptyl)methyl)imidazo[1,2-a]pyridine-8-carboxamide